5-benzyl-N-(2-cyclopropyl-4-methyl-5-oxo-4,5,6,7,8,9-hexahydropyrazolo[1,5-a][1,3]diazocine-6-yl)-4H-1,2,4-triazole-3-carboxamide C(C1=CC=CC=C1)C=1NC(=NN1)C(=O)NC1C(N(C=2N(CCC1)N=C(C2)C2CC2)C)=O